N1(N=CN=C1)C[C@@H]1[C@H]([C@H]([C@@H](O1)N1C(N=C(C=C1)NC(C1=CC=CC=C1)=O)=O)OC)O[Si](C)(C)C(C)(C)C N-(1-((2R,3R,4R,5R)-5-((1H-1,2,4-triazol-1-yl)methyl)-4-((tert-butyldimethylsilyl)oxy)-3-methoxytetrahydrofuran-2-yl)-2-oxo-1,2-dihydropyrimidin-4-yl)benzamide